NC=1C=C2CC(C(NC2=C(C1)C)=O)(C)C 6-amino-3,3,8-trimethyl-1,4-dihydroquinolin-2-one